O1C=CC=2C(=NC=CC21)C2=CC=C(C(=O)NC1CCC(CC1)(C)O)C=C2 4-(furo[3,2-c]pyridin-4-yl)-N-(cis-4-hydroxy-4-methylcyclohexyl)benzamide